Cl.Cl.NC1(CCN(CC1)C1=NC2=CC=C(C=C2C(=N1)NC1=NNC(=C1F)C1CC1)C#C)C 2-(4-amino-4-methylpiperidin-1-yl)-N-(5-cyclopropyl-4-fluoro-1H-pyrazol-3-yl)-6-ethynylquinazolin-4-amine dihydrochloride